C(C)(=O)OCCC(CCCCCCC)=O 3-oxo-decanyl acetate